7-((5-chlorothien-2-yl)methoxy)-3,4-dihydroisoquinoline-2(1H)-carboxylic acid tert-butyl ester C(C)(C)(C)OC(=O)N1CC2=CC(=CC=C2CC1)OCC=1SC(=CC1)Cl